C(C=C)OC(C(=C)CC(=O)O)=O.C(C)(C)(C)N1C[C@H](OC[C@@H]1CO[Si](C1=CC=CC=C1)(C1=CC=CC=C1)C(C)(C)C)C(NC(C)(C)C1=C(C(=CC=C1)Cl)F)=O tert-butyl-(2S,5R)-5-(((tert-butyldiphenylsilyl)oxy)methyl)-2-((2-(3-chloro-2-fluorophenyl)propan-2-yl)carbamoyl)morpholine mono-allyl-itaconate